C(C(=O)OC1=C(C(=C(C(=C1F)F)F)F)F)(=O)OC1=C(C(=C(C(=C1F)F)F)F)F di(pentafluorophenyl) oxalate